3-({[(3S)-1-(6-chloropyridin-3-yl)piperidin-3-yl][(2-methylpyridin-4-yl)methyl]amino}methyl)-1-cyclopropyl-6-fluoro-7-(2-hydroxyethoxy)-1,4-dihydroquinolin-4-one hydrochloride Cl.ClC1=CC=C(C=N1)N1C[C@H](CCC1)N(CC1=CC(=NC=C1)C)CC1=CN(C2=CC(=C(C=C2C1=O)F)OCCO)C1CC1